BrC1=C(C=C(C(=C1)OCCOC)F)\C=N\NS(=O)(=O)C1=CC=C(C=C1)C N-[(E)-[2-bromo-5-fluoro-4-(2-methoxyethoxy)-phenyl]methyleneamino]-4-methyl-benzenesulfonamide